N#CCl Cyanogen chloride